3-(((6-chloro-2-(trifluoromethyl)quinolin-4-yl)amino)methyl)-3-phenylazetidine-1-sulfonamide ClC=1C=C2C(=CC(=NC2=CC1)C(F)(F)F)NCC1(CN(C1)S(=O)(=O)N)C1=CC=CC=C1